COC1=CC(=NC=C1)NNC(=O)[C@@H]1C[C@@H](CCC1)NC(OC(C)(C)C)=O tert-butyl ((1R,3S)-3-(2-(4-methoxypyridin-2-yl)hydrazinecarbonyl)cyclohexyl)carbamate